FC1=CC=C2[C@@H]([C@H](COC2=C1)N1C[C@@H](CC1)C#N)NC1=C2C=C(NC2=CC=C1)C(F)(F)F (R)-1-((3R,4S)-7-FLUORO-4-((2-(TRIFLUOROMETHYL)-1H-INDOL-4-YL)AMINO)CHROMAN-3-YL)PYRROLIDINE-3-CARBONITRILE